N-(6-(4-methylpiperazin-1-yl)pyridin-3-yl)-3-(3-oxo-2,3-dihydrospiro[indene-1,4'-piperidin]-6-yl)-1H-pyrrolo[2,3-b]pyridine-5-carboxamide CN1CCN(CC1)C1=CC=C(C=N1)NC(=O)C=1C=C2C(=NC1)NC=C2C2=CC=C1C(CC3(CCNCC3)C1=C2)=O